butyl 4-(4-amino-5-methoxy-2-methyl-phenyl)-3,6-dihydro-2H-pyridine-1-carboxylate NC1=CC(=C(C=C1OC)C=1CCN(CC1)C(=O)OCCCC)C